4,4'-azobis(4-cyanoisovaleric acid) N(=NC(C(CC(=O)O)C)C#N)C(C(CC(=O)O)C)C#N